4-methoxy-3-(trifluoromethoxy)-benzoic acid COC1=C(C=C(C(=O)O)C=C1)OC(F)(F)F